C(=O)(OCC1=CC=CC=C1)N[C@H](CC=C)C (S)-4-(Cbz-amino)-1-pentene